methyl (3,5-difluorophenyl) sulfide FC=1C=C(C=C(C1)F)SC